The molecule is a methanesulfonate (mesylate) salt prepared from equimolar amounts of lomitapide and methanesulfonic acid. Used as a complement to a low-fat diet and other lipid-lowering treatments in patients with homozygous familial hypercholesterolemia. It has a role as an anticholesteremic drug and a MTP inhibitor. It contains a lomitapide(1+). CS(=O)(=O)O.C1CN(CCC1NC(=O)C2=CC=CC=C2C3=CC=C(C=C3)C(F)(F)F)CCCCC4(C5=CC=CC=C5C6=CC=CC=C64)C(=O)NCC(F)(F)F